(3S)-3-(3-fluoro-4-methoxyphenyl)-3-(3-(1-(4-methylphenylsulfonamido)-2-(5,6,7,8-tetrahydro-1,8-naphthyridin-2-yl)ethyl)cyclobutanecarboxamido)propanoic acid FC=1C=C(C=CC1OC)[C@H](CC(=O)O)NC(=O)C1CC(C1)C(CC1=NC=2NCCCC2C=C1)NS(=O)(=O)C1=CC=C(C=C1)C